ClC1=C(N)C(=CC(=C1)Cl)[N+](=O)[O-] 2,4-dichloro-6-nitroaniline